COC=1C=C(C=CC1OC)C1=CC=NC=2N1N=C(C2)C(=O)NC2=CC=C(C=C2)N2CCN(CC2)C 7-(3,4-dimethoxyphenyl)-N-(4-(4-methylpiperazin-1-yl)phenyl)pyrazolo[1,5-a]pyrimidine-2-carboxamide